tert-butyl (1R,5S,6r)-6-formyl-3-azabicyclo[3.1.0]hexane-3-carboxylate CC(C)(C)OC(=O)N1C[C@@H]2[C@H](C1)C2C=O